2-chloro-5-(3,6-dihydro-3-methyl-2,6-dioxo-4-(trifluoromethyl)-1(2H)-pyrimidinyl)-4-fluorobenzoic acid ClC1=C(C(=O)O)C=C(C(=C1)F)N1C(N(C(=CC1=O)C(F)(F)F)C)=O